15-Methyl-9-heptacosene CC(CCCCC=CCCCCCCCC)CCCCCCCCCCCC